S1C2=C(C=C1)C=C(C=C2)C=2C=C1CCN(CC1=CC2)C(=O)NC2=CNC1=CC=C(C=C21)F 6-(benzo[b]thiophen-5-yl)-N-(5-fluoro-1H-indol-3-yl)-3,4-dihydroisoquinoline-2(1H)-carboxamide